1-(3-methoxyphenyl)-5-oxo-N-[(1r,3s)-3-{[2-(trifluoromethyl)quinolin-4-yl]amino}cyclohexyl]pyrrolidine-3-carboxamide COC=1C=C(C=CC1)N1CC(CC1=O)C(=O)N[C@H]1C[C@H](CCC1)NC1=CC(=NC2=CC=CC=C12)C(F)(F)F